NC=1C2=C(N=C(N1)C)C=CC(=N2)C=2C=C(C=CC2)C#C[C@@](C)(O)C=2SC(=CN2)C (R)-4-(3-(4-amino-2-methylpyrido[3,2-d]pyrimidin-6-yl)phenyl)-2-(5-methylthiazol-2-yl)but-3-yn-2-ol